2-(4-(4-(6-(difluoromethyl)imidazo[1,2-b]pyridazin-3-yl)pyridin-2-yl)-1H-pyrazol-1-yl)ethanol FC(C=1C=CC=2N(N1)C(=CN2)C2=CC(=NC=C2)C=2C=NN(C2)CCO)F